CN1CCN(CCC1)C(=S)SSC(=S)N1CCN(CCC1)C bis(4-methyl-1-homopiperazinylthiocarbonyl) disulfide